(S)-3-chloro-2-methyl-6,7,7a,8,10,11-hexahydro-9H-pyrazino[1,2-d]pyrido[3,2-b][1,4]thiazepin ClC1=CC=2SCC[C@@H]3N(C2N=C1C)CCNC3